phenylpentane-2,4-dienoic acid C1(=CC=CC=C1)C(C(=O)O)=CC=C